OC1=C(C=CC=C1)C(/C=C/C1=CC=C(C(=O)NCCC2=CC=CC=C2)C=C1)=O (E)-4-(3-(2-hydroxyphenyl)-3-oxoprop-1-enyl)-N-phenethyl-benzamide